(1-(thien-3-yl)cyclopropyl)methanol S1C=C(C=C1)C1(CC1)CO